ClC1=C(C=CC=C1)[C@H]1CC[C@H](N1C(=O)C1CCN(CC1)C=1SC=C(N1)C1=CC=C(C=C1)Cl)C(=O)O (2S,5R)-5-(2-chlorophenyl)-1-(1-(4-(4-chlorophenyl)thiazol-2-yl)piperidine-4-carbonyl)pyrrolidine-2-carboxylic acid